4-(3-(5-((7-chlorobenzo[d]thiazol-4-yl)methoxy)-2-fluoro-4-methoxyphenyl)ureido)thiophene-2,3-dicarboxylic acid dimethyl ester COC(=O)C=1SC=C(C1C(=O)OC)NC(=O)NC1=C(C=C(C(=C1)OCC1=CC=C(C2=C1N=CS2)Cl)OC)F